C(\C=C\C(=O)O)(=O)O.C(CC)(O)O propandiol fumarate